FC1=C(N)C=C(C=C1C)F 2,5-difluoro-3-methylaniline